5-Cyclopropyl-4-fluoropyridin-2-amine C1(CC1)C=1C(=CC(=NC1)N)F